5-(6-aminopyridin-2-yl)-N-((5-(tert-butyl)-2-methoxyphenyl)sulfonyl)quinoline-2-carboxamide NC1=CC=CC(=N1)C1=C2C=CC(=NC2=CC=C1)C(=O)NS(=O)(=O)C1=C(C=CC(=C1)C(C)(C)C)OC